C(C)(C)(C)OC(=O)[C@@H]1CC[C@H](CC1)N1CCN(CC1)C1=C(C=C(C=C1)[N+](=O)[O-])F trans-tert-butyl-4-(4-(2-fluoro-4-nitrophenyl)piperazin-1-yl)cyclohexane-1-carboxylate